BrC1=CC=C2C(N(C(C2=C1)=O)CC1=NC=C(C=C1)Cl)(OCC1(COC1)OC)C1=CC=C(C=C1)Cl 6-bromo-3-(4-chlorophenyl)-2-[(5-chloropyridin-2-yl)methyl]-3-[(3-Methyloxyoxetan-3-yl)methoxy]-2,3-dihydro-1H-isoindol-1-one